FC=1C=C2[C@H](CN(C2=CC1S(=O)(=O)N)C(=O)[C@@H]1[C@H](C2=CC=C(C=C2C1)C1=NC=CC=C1)C)C(F)(F)F (R)-5-fluoro-1-((1R,2s)-1-methyl-5-(pyridin-2-yl)-2,3-dihydro-1H-indene-2-carbonyl)-3-(trifluoromethyl)indoline-6-sulfonamide